C(C)(C)(C)OC(=O)N[C@H](C(=O)NC1=CC=C(C=C1)C=1C(=[N+](C=CC1C)[O-])C)C1CC=C(CC1)F 3-(4-((2S)-2-((tert-butoxycarbonyl)amino)-2-(4-fluorocyclohex-3-en-1-yl)acetamido)phenyl)-2,4-dimethylpyridine 1-oxide